2-(2,6-Dimethylpyridin-4-yl)-3-isopropyl-5-(6-(piperazin-1-yl)pyridin-3-yl)-1H-indol CC1=NC(=CC(=C1)C=1NC2=CC=C(C=C2C1C(C)C)C=1C=NC(=CC1)N1CCNCC1)C